ClC1=C(C=C2CCN(CC2=C1)C)NC1=NC=C(C(=N1)C1=CC2=C(C(NCCS2(=O)=O)=O)S1)C(F)(F)F 7-(2-((7-chloro-2-methyl-1,2,3,4-tetrahydroisoquinolin-6-yl)amino)-5-(trifluoromethyl)pyrimidin-4-yl)-3,4-dihydrothieno[2,3-f][1,4]thiazepin-5(2H)-one 1,1-dioxide